CC=1C=C(C=CC1)C=1C(=C(C(=CC1O)CCCCC)S(=O)(=O)N1CCCCC1)O 3'-methyl-4-pentyl-3-(piperidin-1-ylsulfonyl)-[1,1'-biphenyl]-2,6-diol